Ethyl (R)-6-(2-(trifluoromethyl)morpholino)quinoline-4-carboxylate FC([C@@H]1OCCN(C1)C=1C=C2C(=CC=NC2=CC1)C(=O)OCC)(F)F